BrC1=C(N=C2N1CCN(C2)C(=O)OC(C)(C)C)C(=O)OCC 7-(tert-butyl) 2-ethyl 3-bromo-5,6-dihydroimidazo[1,2-a]pyrazine-2,7(8H)-dicarboxylate